FC1=CC(=C(C=C1)CC(=O)C1=CNC2=CC=C(C=C12)C)OC 2-(4-fluoro-2-methoxyphenyl)-1-(5-methyl-1H-indol-3-yl)ethanone